C(C)OC(C(CCCCCC(CCCCCC(C(=O)OCC)(C)C)=O)(C)C)=O 8-oxo-2,2,14,14-tetramethyl-pentadecanedioic acid diethyl ester